C(C)(C)(C)OC(=O)NC1=NC(N(C=C1)[C@H]1C([C@@H]([C@H](O1)COC(CSCC(=O)O)=O)OC(=O)OC(C)(C)C)(F)F)=O 2-((2-(((2R,3R,5R)-5-(4-((tert-butoxycarbonyl)amino)-2-oxopyrimidin-1(2H)-yl)-3-((tert-butoxycarbonyl)oxy)-4,4-difluorotetrahydrofuran-2-yl)methoxy)-2-oxoethyl)thio)acetic acid